FC1=CC=C(C=C1)N1C(N(C=C(C1=O)C(=O)OCC)CC=1N=C(SC1)C)=O Ethyl 3-(4-fluorophenyl)-1-((2-methylthiazol-4-yl)methyl)-2,4-dioxo-1,2,3,4-tetrahydropyrimidine-5-carboxylate